NC1=C(C=NN1C=1C=NC(=CC1C)OC1=C(C=CC=C1F)F)C(=O)C1=CC=2C(=CC=C3CCN(CC23)C2COC2)N1 (5-amino-1-{6-[(2,6-difluorophenyl)oxy]-4-methylpyridin-3-yl}pyrazol-4-yl)[2-(oxetan-3-yl)-2,3,4,7-tetrahydro-1H-pyrrolo[2,3-H]isoquinolin-8-yl]methanone